bicyclo[1.1.1]pentan-1-yl(2-(4-phenyl-1H-imidazol-2-yl)piperidin-1-yl)methanone C12(CC(C1)C2)C(=O)N2C(CCCC2)C=2NC=C(N2)C2=CC=CC=C2